(S)-1-[2-(6-Chlorobenzo[d]isoxazol-3-yl)phenyl]-2-(6-cyano-3-fluoropyridine-2-yl)ethan-1-amine hydrochloride Cl.ClC1=CC2=C(C(=NO2)C2=C(C=CC=C2)[C@H](CC2=NC(=CC=C2F)C#N)N)C=C1